tert-butyl-rel-(2R,3R)-2-({[4-(benzyloxy)cyclohexyl]oxy}methyl)-3-nitro-3-(prop-2-en-1-yl)piperidine-1-carboxylate C(C)(C)(C)OC(=O)N1[C@H]([C@@](CCC1)(CC=C)[N+](=O)[O-])COC1CCC(CC1)OCC1=CC=CC=C1 |o1:8,9|